CN(CCN(C1=C(C=C(C(=C1)OC)NC1=NC=NC(=N1)N1CC(C2=NC(=CC=C21)C)(C)C)[N+](=O)[O-])C)C N1-(2-(dimethylamino)ethyl)-5-methoxy-N1-methyl-2-nitro-N4-(4-(3,3,5-trimethyl-2,3-dihydro-1H-pyrrolo[3,2-b]pyridin-1-yl)-1,3,5-triazin-2-yl)benzene-1,4-diamine